CC1(OB(OC1(C)C)C1=C(C=CC=C1)C)C 4,4,5,5-tetramethyl-2-(2-methylphenyl)-1,3,2-dioxaborolane